OC1C(CCCC1)C(=O)O 2-hydroxycyclohexylcarboxylic acid